Methyl (S)-2-amino-3-(2-((4-cyanophenyl)thio)-1H-indol-3-yl)propanoate N[C@H](C(=O)OC)CC1=C(NC2=CC=CC=C12)SC1=CC=C(C=C1)C#N